ClC1=CC=C(C=C1)C(N1CC[C@H](C1=O)C)C1=CC=C(C=C1)Cl |r| (R and S)-N-(bis(4-chlorophenyl)methyl)-4-methyl-5-oxopyrrolidine